[N+](=O)([O-])C=1C=C(C=CC1OCCOC1COCC1)S(=O)(=O)NC(C1=C(C=CC=C1)OC=1C=C2C(=NC1)NC=C2)=O N-({3-nitro-4-[2-(tetrahydrofuran-3-yloxy)ethoxy]phenyl}sulfonyl)-2-(1H-pyrrolo[2,3-b]pyridin-5-yloxy)benzamide